ClCC1=CC(=C2CN(C(C2=C1)=O)C1=NC(=CC(=C1)C=1C=C(C#N)C=CC1C1=NN=CN1C)NCCC#N)C(F)(F)F 3-{2-[6-(chloromethyl)-1-oxo-4-(trifluoromethyl)-3H-isoindol-2-yl]-6-[(2-cyanoethyl)amino]pyridin-4-yl}-4-(4-methyl-1,2,4-triazol-3-yl)benzonitrile